adamantan-1-ol hydrochloride Cl.C12(CC3CC(CC(C1)C3)C2)O